4-({3-[(2S)-2-(4-chlorophenyl)-2-hydroxyethyl]-1,2,4-oxadiazol-5-yl}methyl)-6-methyl-5-oxopyrazine-2-carboxylic acid methyl ester COC(=O)C=1N=C(C(N(C1)CC1=NC(=NO1)C[C@H](O)C1=CC=C(C=C1)Cl)=O)C